CN1CCN(CC1)C1=CC=C(C=N1)C1=CC=CC=2N1N=CC2C(=O)N2CCCCC2 (7-(6-(4-methylpiperazin-1-yl)pyridin-3-yl)pyrazolo[1,5-a]pyridin-3-yl)(piperidin-1-yl)methanone